N-{(4aR,6R)-2-[5,6-Difluoro-4-(2,4,6-trifluorophenyl)-1,2-benzoxazol-3-yl]-5,5-difluoro-1-oxooctahydropyrrolo[1,2-c]pyrimidin-6-yl}methanesulfonamide FC=1C(=CC2=C(C(=NO2)N2C(N3[C@H](CC2)C([C@@H](C3)NS(=O)(=O)C)(F)F)=O)C1C1=C(C=C(C=C1F)F)F)F